5-Chloro-N4-(3-[N-(1,1-dimethylethyl)sulfamoyl]phenyl)-N2-[4-morpholinophenyl]pyrimidine-2,4-diamine ClC=1C(=NC(=NC1)NC1=CC=C(C=C1)N1CCOCC1)NC1=CC(=CC=C1)S(NC(C)(C)C)(=O)=O